3-(5-(((1R,2S)-2-((oxetan-3-ylmethyl)amino)cyclohexyl)oxy)-1-oxoisoindolin-2-yl)piperidine-2,6-dione O1CC(C1)CN[C@@H]1[C@@H](CCCC1)OC=1C=C2CN(C(C2=CC1)=O)C1C(NC(CC1)=O)=O